FC=1C=C2C(=NC1)NC=C2C=2N=C(C1=C(N2)N(C=C1)CCO)NC1C(C2CCC1CC2)C(=O)OC (+/-)-trans-methyl 3-((2-(5-fluoro-1H-pyrrolo[2,3-b]pyridin-3-yl)-7-(2-hydroxyethyl)-7H-pyrrolo[2,3-d]pyrimidin-4-yl)amino)bicyclo[2.2.2]octane-2-carboxylate